[Br-].C(CCCCCCC)[N+](C)(C)C N-octyl-N,N,N-trimethylammonium bromide